CN1CC=2N(N=C3C=CC(=CC23)C=2NCC(CC2)C)CC1 2-methyl-9-(5-methyl-1,4,5,6-tetrahydropyridin-2-yl)-1,2,3,4-tetrahydropyrazino[1,2-b]indazole